C(C)(C)(C)OC(=O)N(CCOCC(=O)O)CCC(=O)OCC 2-(2-((tert-butoxycarbonyl)(3-ethoxy-3-oxopropyl)amino)ethoxy)acetic acid